COCCN1C(=NC=2C1=NC(=CC2)C=2C=CN1N=C(N=CC12)NC1CC2(COC2)C1)C 5-(3-(2-methoxyethyl)-2-methyl-3H-imidazo[4,5-b]pyridin-5-yl)-N-(2-oxaspiro[3.3]heptan-6-yl)pyrrolo[2,1-f][1,2,4]triazin-2-amine